(E)-ethyl 3-(2-chlorophenyl)-2-fluorobut-2-enoate ClC1=C(C=CC=C1)/C(=C(\C(=O)OCC)/F)/C